C=1S(C=C2C1C=CC=C2)(=O)=O benzo[c]thiophene 2,2-dioxide